CC=1C(=NN(C1C1=CN=NC=C1)COCC[Si](C)(C)C)C(=O)OCC ethyl 4-methyl-5-pyridazin-4-yl-1-(2-trimethylsilylethoxymethyl)pyrazole-3-carboxylate